ONC(=O)C=1C=CC2=CN(N=C2C1)CC1=CC(=CC=C1)Cl 2-(3-Chlorobenzyl)-2H-indazole-6-carboxylic acid hydroxyamide